NC1=NC(=C(C=C1C=1C=C2CCNC(C2=CC1)=O)C1=CC(=CC=C1)CN1CCN(CC1)C(C)C)F 6-(2-amino-6-fluoro-5-(3-((4-isopropylpiperazin-1-yl)methyl)phenyl)pyridin-3-yl)-3,4-dihydroisoquinolin-1(2H)-one